C(C)(C)(C)C1=NC=CC(=C1)C=1C=NC=C(C1)C1=C(C=C(C=C1)NC(=O)NC1CCNCC1)Cl 1-(4-(2'-(tert-butyl)-[3,4'-bipyridin]-5-yl)-3-chlorophenyl)-3-(piperidin-4-yl)urea